C([C@@H]1[C@@H]([C@@H]([C@H]([C@H](O1)OC[C@@H]2[C@H]([C@@H]([C@H]([C@H](O2)O)O)O)O)O)O)O)O The molecule is a glycosylglucose consisting of alpha-D-galactopyranose and alpha-D-glucopyranose residues joined in sequence by a (1->6) glycosidic bond. It derives from an alpha-D-glucose and an alpha-D-galactose.